3,4-dicarboxycyclohexane C(=O)(O)C1CCCCC1C(=O)O